methyl 5-(1-(adamantan-1-ylmethyl)-5-methyl-1H-pyrazol-4-yl)-1-(6-chloropyridazin-3-yl)-1H-benzo[d]imidazole-4-carboxylate C12(CC3CC(CC(C1)C3)C2)CN2N=CC(=C2C)C2=C(C3=C(N(C=N3)C=3N=NC(=CC3)Cl)C=C2)C(=O)OC